O=C1OC(CCC1)=O 2,6-dioxotetrahydro-2H-pyran